[Ca+2].C(C(=C)C)(=O)NC(CS(=O)(=O)[O-])(C)C.C(C(=C)C)(=O)NC(CS(=O)(=O)[O-])(C)C 2-methacrylamido-2-methylpropanesulfonic acid, calcium salt